ClC1=CC(=C2C[C@@H]([C@H](C2=C1)OC1=CC=CC=C1)N1C[C@@H](CCC1)N(C)C)C#N 4-[[(1S,2S)-6-chloro-4-cyano-2-[(3R)-3-(dimethylamino)piperidin-1-yl]-2,3-dihydro-1H-inden-1-yl]oxy]benzene